1-(2-(((1-phenyl-1H-pyrazol-4-yl)methyl)amino)-1H-benzo[d]imidazol-1-yl)butan-1-one C1(=CC=CC=C1)N1N=CC(=C1)CNC1=NC2=C(N1C(CCC)=O)C=CC=C2